S1(NC(=CC=C1)C(=O)O)(=O)=O [1,2]thiazine-3-carboxylic acid 1,1-dioxide